OC1CN(C1)C(=O)O[C@@H]1CC[C@H](CC1)C(N(C1=CC(=CC=C1)C=1C=NN(C1)C(C)C)C[C@@H]1CC[C@H](CC1)C1=NC(=C(C=C1)OC)C#N)=O trans-4-(((trans-4-(6-Cyano-5-methoxypyridin-2-yl)cyclohexyl) methyl)(3-(1-isopropyl-1H-pyrazol-4-yl)phenyl)carbamoyl)cyclohexyl 3-hydroxyazetidine-1-carboxylate